O1C=NC2=C1C(=CC=C2)C2=NSC(=C2C2CC2)C(=O)NC=2C=NC(=C(C2)C#N)N2N=CC=N2 3-(BENZO[D]OXAZOL-7-YL)-N-(5-CYANO-6-(2H-1,2,3-TRIAZOL-2-YL)PYRIDIN-3-YL)-4-CYCLOPROPYLISOTHIAZOLE-5-CARBOXAMIDE